4-Chloro-3-fluoro-5-(trifluoromethyl)benzonitrile ClC1=C(C=C(C#N)C=C1C(F)(F)F)F